(R)-1-(2-(4-(8-bromo-7-fluoro-1H-imidazo[4,5-c]quinolin-1-yl)butoxy)-5-fluorophenyl)ethylamine BrC1=CC=2C3=C(C=NC2C=C1F)N=CN3CCCCOC3=C(C=C(C=C3)F)[C@@H](C)N